C(C)(=O)C1=CC=C(S1)C=1C=C(C(=NC1)N1C(N(N=C1)CC(=C(F)F)CN)=O)C 4-[5-(5-acetyl-2-thienyl)-3-methyl-2-pyridyl]-2-[2-(aminomethyl)-3,3-difluoro-allyl]-1,2,4-triazol-3-one